[6-[[bis(tert-butoxycarbonyl)amino]methyl]-8-[4-(trifluoromethoxy)phenyl]-5-quinolyl]methyl acetate C(C)(=O)OCC1=C2C=CC=NC2=C(C=C1CN(C(=O)OC(C)(C)C)C(=O)OC(C)(C)C)C1=CC=C(C=C1)OC(F)(F)F